CC1=NN(C2=CC=CC=C12)C(C(=O)OCCC(=C(F)F)F)CC 3,4,4-trifluorobut-3-en-1-yl 2-(3-methyl-1H-indazol-1-yl)butanoate